2-(8-hydroxy-2,3,6,7-tetrahydro-1H,5H-pyrido[3,2,1-ij]quinoline-9-carbonyl)terephthalic acid OC1=C(C=C2CCCN3C2=C1CCC3)C(=O)C3=C(C(=O)O)C=CC(=C3)C(=O)O